(S)-(+)-2-METHYLGLUTARIC ACID C[C@@H](CCC(=O)O)C(=O)O